N-(4-(cis-bicyclo[3.1.0]hexan-3-yloxy)-3,5-difluorophenyl)-2-(3-methoxy-3-methylazetidin-1-yl)-5-(2,2,2-trifluoroethyl)oxazole-4-carboxamide C12CC(CC2C1)OC1=C(C=C(C=C1F)NC(=O)C=1N=C(OC1CC(F)(F)F)N1CC(C1)(C)OC)F